6-{5-methyl-6-phenyl-5H-pyrrolo[2,3-b]pyrazine-7-carbonyl}-2-{[2-(trifluoromethyl)pyridin-3-yl]oxy}-6-azaspiro[3.5]nonane CN1C(=C(C=2C1=NC=CN2)C(=O)N2CC1(CC(C1)OC=1C(=NC=CC1)C(F)(F)F)CCC2)C2=CC=CC=C2